4-((6'-chloro-5-(difluoromethoxy)-[2,3'-bipyridin]-4'-yl)amino)-1-methylcyclohexan-1-ol ClC1=CC(=C(C=N1)C1=NC=C(C=C1)OC(F)F)NC1CCC(CC1)(O)C